FC(N1N=C(C(=C1C)C=1C=NN2C1C=C(C=C2)C=2SC(=CN2)C(=O)O)C)F 2-[3-[1-(difluoromethyl)-3,5-dimethyl-pyrazol-4-yl]pyrazolo[1,5-a]pyridin-5-yl]thiazole-5-carboxylic acid